(S)-2-((2S,3S)-2-((S)-2-((R)-4-Acetylmorpholine-2-carboxamido)-3-(4-hydroxyphenyl)propanamido)-3-methylpentanamido)-5,5,5-trifluoropentanoic acid C(C)(=O)N1C[C@@H](OCC1)C(=O)N[C@H](C(=O)N[C@H](C(=O)N[C@H](C(=O)O)CCC(F)(F)F)[C@H](CC)C)CC1=CC=C(C=C1)O